C(C)(C)(C)OC(=O)N1CCC(CC1)(F)C=1OC(=NN1)[C@@]12CN(C[C@]2(C1)C(F)(F)F)C1=C2C=CC=NC2=C(C=C1)C#N 4-(5-((1S,5R)-3-(8-cyanoquinolin-5-yl)-5-(trifluoromethyl)-3-azabicyclo[3.1.0]hex-1-yl)-1,3,4-oxadiazole-2-yl)-4-fluoropiperidine-1-carboxylic acid tert-butyl ester